pentamethylcyclopentadienyl(1-neopentyl-6,6-dimethyl-1,5,6,7-tetrahydro-s-indacenyl)hafnium CC1=C(C(=C(C1([Hf]C1(C=CC2=CC=3CC(CC3C=C12)(C)C)CC(C)(C)C)C)C)C)C